COC1=NC(=NC2=C1N(C=1C=CC(=CC21)C=C)CC(F)(F)F)C 4-methoxy-2-methyl-5-(2,2,2-trifluoroethyl)-8-vinyl-pyrimido[5,4-b]indole